NC=1CC(=CC2=C(N1)C=NN2CCCCCN)C(=O)N(CCC)CCCNC(OC2CCC2)=O cyclobutyl (3-(5-amino-1-(5-aminopentyl)-N-propyl-1,6-dihydropyrazolo[4,3-b]azepine-7-carboxamido)propyl)carbamate